SC(CC(=O)OCC)C ethyl 3-mercaptobutyrate